(3-phenyl-oxiranyl)-ACETIC ACID C1(=CC=CC=C1)C1C(O1)CC(=O)O